FC(C1=CC=C(CO[C@H]2[C@@H](CNC2)N2N=NC(=C2)C2=CC(NC=C2)=O)C=C1)(F)F 4-(1-(trans-4-(4-(trifluoromethyl)benzyloxy)pyrrolidin-3-yl)-1H-1,2,3-triazol-4-yl)pyridin-2(1H)-one